Cl.N[C@@H](C(=O)N[C@H](C(=O)NCC1=CC=C(C=C1)C(=N)NC(OCC1=CC=CC=C1)=O)C)CCC1=CC=C(C=C1)C(F)(F)F benzyl ((4-(((S)-2-((R)-2-amino-4-(4-(trifluoromethyl)phenyl)butanamido)propanamido)methyl)phenyl)(imino)methyl)carbamate hydrochloride